NC1=NN2C(C=C(C=C2)C=2C=C(C(=NC2)OC)C(=O)NCC=2C=NC=CC2OC2CCCC2)=N1 5-{2-amino-[1,2,4]triazolo[1,5-a]pyridin-7-yl}-N-{[4-(cyclopentyloxy)pyridin-3-yl]methyl}-2-methoxypyridine-3-carboxamide